(1R,5S,6r)-N-tert-butyl-6-methyl-3-[1-(propan-2-yl)-1H-imidazole-4-carbonyl]-3-azabicyclo[3.1.0]hexane-6-carboxamide C(C)(C)(C)NC(=O)C1([C@H]2CN(C[C@@H]12)C(=O)C=1N=CN(C1)C(C)C)C